ON1C(CN(CC1)C)NC=1C2=C(N=C(N1)NC1=CC=C(C=C1)N1CCN(CC1)C)NC=C2C=O (4-((1-hydroxy-4-methylpiperazin-2-yl)amino)-2-((4-(4-methylpiperazin-1-yl)phenyl)amino)-7H-pyrrolo[2,3-d]pyrimidin-5-yl)methanone